C[C@@H]1N(CC1)C=1N=C(C2=C(N1)CCC2)C=2C=C1C(=NNC1=CC2)C(F)(F)F 5-[2-[(2S)-2-methylazetidin-1-yl]-6,7-dihydro-5H-cyclopenta[d]pyrimidin-4-yl]-3-(trifluoromethyl)-1H-indazole